COC=1C=C2N=C3CCCCC3=C(C2=CC1OC)N[C@H]1CN(CCC1)CCC#N 3-[(3R)-3-[(6,7-dimethoxy-1,2,3,4-tetrahydroacridin-9-yl)amino]piperidin-1-yl]propanenitrile